2-amino-9-hydroxymethyl-3-oxo-3H-phenoxazine-1-carboxylic acid methyl ester COC(=O)C1=C(C(C=C2OC3=CC=CC(=C3N=C12)CO)=O)N